C1(CC1)N1N=CC(=C1)[C@@H]1OCC[C@@H](C1)C=1N=C(C2=C(N1)N=C(C=C2)C)C2=CC=C(C=C2)C(F)(F)F 2-((2R,4S)-2-(1-cyclopropyl-1H-pyrazol-4-yl)tetrahydro-2H-pyran-4-yl)-7-methyl-4-(4-(trifluoromethyl)phenyl)pyrido[2,3-d]pyrimidine